5-adamantan-1-yl-N-(2,4-dihydroxybenzyl)-2,4-dimethoxy-benzamide C12(CC3CC(CC(C1)C3)C2)C=2C(=CC(=C(C(=O)NCC3=C(C=C(C=C3)O)O)C2)OC)OC